CC=1SC2=C(N1)C=C(C=C2)CC(=S)N2CCOCC2 2-(2-methylbenzo[d]thiazol-5-yl)-1-morpholinoethane-1-thione